COC([C@H](C[C@H]1C(NCC1)=O)NC(=O)[C@H]1N(C[C@@H](C1)C1=CC=CC=C1)C(=O)OC(C)(C)C)=O (2S,4S)-tert-butyl 2-[[(1S)-2-methoxy-2-oxo-1-[[(3S)-2-oxopyrrolidin-3-yl]methyl]ethyl]carbamoyl]-4-phenyl-pyrrolidine-1-carboxylate